C(C)(C)(C)C1=CC=C(C=C1)NC(C(NC(CC=1NC(C=CC1)=O)=O)C1=CC=C(C=C1)OC)=O N-(4-tert-butylphenyl)-2-(4-methoxyphenyl)-2-(((6-oxo-1,6-dihydropyridin-2-yl)acetyl)amino)acetamide